7-fluoro-8-[5-fluoro-3-(oxolan-3-yl)-1H-indol-7-yl]-1,4,4,9-tetramethyl-5H-imidazo[1,2-a]quinoxaline FC=1C=C2NC(C=3N(C2=C(C1C=1C=C(C=C2C(=CNC12)C1COCC1)F)C)C(=CN3)C)(C)C